2-[1-(4-chloropyridin-2-yl)pyrazol-4-yl]-N-(5-cyclopropyl-1H-pyrazol-3-yl)acetamide ClC1=CC(=NC=C1)N1N=CC(=C1)CC(=O)NC1=NNC(=C1)C1CC1